C(C1=CC=CC=C1)OC1=C2C(=C(NC2=CC=C1)C)C1C(NC(C1)=O)=O 3-(4-(benzyloxy)-2-methyl-1H-indol-3-yl)pyrrolidine-2,5-dione